tert-Butyl 6-(2-(3,3-difluoroazetidin-1-yl)-6-(methoxycarbonyl)pyridin-3-yl)-2,2-difluoro-7-azaspiro[3.5]nonane-7-carboxylate FC1(CN(C1)C1=NC(=CC=C1C1CC2(CC(C2)(F)F)CCN1C(=O)OC(C)(C)C)C(=O)OC)F